C(C)(C)N1C=NC(=C1)C(=O)N1C[C@H]2C([C@H]2C1)C(=O)OCC ethyl (1R,5S,6r)-3-[(1-isopropyl-1H-imidazol-4-yl) carbonyl]-3-azabicyclo[3.1.0]hexane-6-carboxylate